(pyridin-2-yl)-N-(1-(tetrahydrofuran-3-yl)-1H-pyrazol-4-yl)isoxazole-3-carboxamide N1=C(C=CC=C1)C=1C(=NOC1)C(=O)NC=1C=NN(C1)C1COCC1